2-(Dimethylamino)-1-(4-((2-(2,6-dimethylpyridin-4-yl)-3-isopropyl-1H-indol-5-yl)oxy)piperidin-1-yl)ethanon CN(CC(=O)N1CCC(CC1)OC=1C=C2C(=C(NC2=CC1)C1=CC(=NC(=C1)C)C)C(C)C)C